3-(thiophen-3-yl)oxetane S1C=C(C=C1)C1COC1